CC1C23C(CC1)C(C(C(CC2)(O)C)C3)(C)C 2,6,6,8-tetramethyltricyclo[5.3.1.0(1,5)]undecan-8-ol